C(C)OC([C@H](CCCCCCCC1=NC=2NCCCC2C=C1)NC(C(CO)C1=CC=CC=C1)=O)=O (2S)-2-(3-hydroxy-2-phenylpropionamido)-9-(5,6,7,8-tetrahydro-1,8-naphthyridin-2-yl)nonanoic acid ethyl ester